11-hydroxy-docosapentaenoic acid OC(=CC=CC=CC=CC=CC(=O)O)CCCCCCCCCCC